C(C1=CC=CC=C1)N(C(OC(C)(C)C)=O)C12C(C(C1)C2)B2OC(C(O2)(C)C)(C)C tert-butyl benzyl(2-(4,4,5,5-tetramethyl-1,3,2-dioxaborolan-2-yl)bicyclo[1.1.1]pentan-1-yl)carbamate